N1(CCC1)CC1(CC1)NC(=O)C1(CC1)CC1=C(C=CC=C1)C N-(1-(azetidin-1-ylmethyl)cyclopropyl)-1-(2-methylbenzyl)cyclopropane-1-carboxamide